N-(4-(4-amino-5-(4-((4-cyclopropylpyrimidin-2-yl)oxy)-3-fluorophenyl)pyrazolo[5,1-f][1,2,4]triazin-6-yl)phenyl)acrylamide NC1=NC=NN2C1=C(C(=N2)C2=CC=C(C=C2)NC(C=C)=O)C2=CC(=C(C=C2)OC2=NC=CC(=N2)C2CC2)F